(6R)-5-(2-azidoacetyl)-6,7-dihydro-4H-pyrazolo[1,5-a]pyrazine-6-carboxylic acid tert-butyl ester C(C)(C)(C)OC(=O)[C@@H]1N(CC=2N(C1)N=CC2)C(CN=[N+]=[N-])=O